FC=1C=CC(=NC1)N1CC2(CN(C2)C=O)C1 (6-(5-fluoropyridin-2-yl)-2,6-diazaspiro[3.3]Heptane-2-yl)methanone